4-(4-methoxyphenyl)-1-methyl-3-(prop-1-en-2-yl)isoquinoline 2-oxide COC1=CC=C(C=C1)C1=C([N+](=C(C2=CC=CC=C12)C)[O-])C(=C)C